C(C)C1=C(SC2=C1C=NC=C2NC2C(CN(CC2)C)F)C#CC 3-(3-ethyl-7-((3-fluoro-1-methylpiperidin-4-yl)amino)thieno[3,2-c]pyridin-2-yl)prop-2-yn